1-[(S)-3-[4-amino-3-[2-fluoro-4-(2,3,5,6-tetrafluorophenoxy)phenyl]-1H-pyrazolo[3,4-d]pyrimidin-1-yl]-1-pyrrolidinyl]-2-propen-1-one NC1=C2C(=NC=N1)N(N=C2C2=C(C=C(C=C2)OC2=C(C(=CC(=C2F)F)F)F)F)[C@@H]2CN(CC2)C(C=C)=O